Cl.FC=1C=C2C(=CN=CC2=CC1)N 6-fluoroisoquinolin-4-amine hydrochloride